sodium sulphate, aluminium salt [Al+3].S(=O)(=O)([O-])[O-].[Na+].S(=O)(=O)([O-])[O-]